2-(((3-chloro-4-fluorobenzyl)oxy)(3-chloro-4-fluorophenyl)methyl)-5-methyl-4-(methylsulfonyl)-1H-imidazole ClC=1C=C(COC(C=2NC(=C(N2)S(=O)(=O)C)C)C2=CC(=C(C=C2)F)Cl)C=CC1F